1H-benzo[d][1,2,3]tri-azole-6-carbaldehyde N1N=NC2=C1C=C(C=C2)C=O